ClC=1C=NN(C(C1Cl)=O)CCC(=O)OCC ethyl 3-(4,5-dichloro-6-oxo-pyridazin-1-yl)propanoate